3-chloro-6-methoxy-4,8-dimethylquinolin-2(1H)-one ClC=1C(NC2=C(C=C(C=C2C1C)OC)C)=O